ClC=1C=CC2=C(N=C3COCCN32)C1N 8-chloro-3,4-dihydro-1H-benzo[4,5]imidazo[2,1-c][1,4]oxazin-9-amine